[Pt].C1=CCCC=CCC1.C1=CCCC=CCC1 bis(1,5-cyclooctadiene) platinum (0)